[Sb].[Al] aluminum-stibium